Bis(phenyl)sulfon C1(=CC=CC=C1)S(=O)(=O)C1=CC=CC=C1